NC=1C(=C(SC1C(C1=CC=CC=C1)=O)NC1=C(C(=CC=C1)Cl)Cl)C(=O)NC1=CC=C(C=C1)OCC 4-amino-5-benzoyl-2-[(2,3-dichloro-phenyl)amino]-N-(4-ethoxyphenyl)thiophene-3-carboxamide